C1(=CC(=CC=C1)C1=NC(=NC=C1Cl)NC=1C=C(C=NC1)NC(CCCCCCCNC(CCCOC1=C2C(N(C(C2=CC=C1)=O)C1C(NC(CC1)=O)=O)=O)=O)=O)C1=CC=CC=C1 N-(5-((4-([1,1'-biphenyl]-3-yl)-5-chloropyrimidin-2-yl)amino)pyridin-3-yl)-8-(4-((2-(2,6-dioxopiperidin-3-yl)-1,3-dioxoisoindolin-4-yl)oxy)butanamido)octanamide